O=S1(CCN(CC1)C(=O)N1CCN(CC1)C1=NC(=NO1)C1=CC=C(C=C1)OC)=O (1,1-Dioxidothiomorpholino)(4-(3-(4-methoxyphenyl)-1,2,4-oxadiazol-5-yl)piperazin-1-yl)methanone